9-acetyl-4-(5-chloro-3-fluoropyridin-2-yl)-1-(4-(trifluoromethyl)benzyl)-1,4,9-triazaspiro[5.5]undecane-2,5-dione C(C)(=O)N1CCC2(C(N(CC(N2CC2=CC=C(C=C2)C(F)(F)F)=O)C2=NC=C(C=C2F)Cl)=O)CC1